C1(=CC=CC=C1)C(CC1=CC(C2=CC=3CCCC3C=C12)[Zr])C (3-(2-phenyl-propyl)-1,5,6,7-tetrahydro-s-indacenyl)zirconium